N1=CC=C(C2=CC=CC=C12)[C@@H](O)[C@H]1N2CC([C@H](C1)CC2)C=C (R)-4-quinolinyl-[(2S,4S)-5-vinylquinuclidin-2-yl]methanol